BrC1=CC=C(C=N1)CN1C(C(N(C=C1)C1(CC1)C)=O)=O 1-((6-bromopyridin-3-yl)methyl)-4-(1-methylcyclopropyl)-1,4-dihydropyrazine-2,3-dione